Cl.NC[C@@H]1CCC(N1)=O (s)-5-(aminomethyl)pyrrolidin-2-one hydrochloride